C(=O)(OCC1=CC=CC=C1)N1CC(C1)C(CBr)=O 1-Cbz-3-(2-bromoacetyl)azetidine